[2-(5-iodo-2-thienyl)ethoxy]tetrahydropyran IC1=CC=C(S1)CCOC1OCCCC1